C(#N)C1=C(C=C(C=C1)C=1N=C(SC1)C(=O)C1C2CC(CC1CC2)NC(OC(C)(C)C)=O)F tert-butyl (8-(4-(4-cyano-3-fluorophenyl)thiazole-2-carbonyl)bicyclo[3.2.1]octan-3-yl)carbamate